Cl.CO[C@@H](CNC1=C2C(=NC(=C1)N)C=C(S2)C2=CC=NN2)C (R)-N7-(2-methoxypropyl)-2-(1H-pyrazol-5-yl)thieno[3,2-b]pyridine-5,7-diamine hydrochloride